3-ethyl-8-(hydroxymethyl)-1H-pyrazolo[1,5,4-de]quinoxalin-2(3H)-one C(C)C1C(NC=2C=C(C=C3C2N1N=C3)CO)=O